C(=C)C1=C(C(=NN1)N=NC1=NNC=C1)C1=CC=CC=C1 vinyl-phenyl-azo-pyrazole